NC1=CC(=C(C=C1)C(=O)N1CCS(CC1)(=O)=O)N1CC(OC(C1)C)C [4-amino-2-[(anti)-2,6-dimethylmorpholin-4-yl]phenyl]-(1,1-dioxo-1,4-thiazinan-4-yl)methanone